tert-butyl(5-bromo-3-(3-(2-fluoro-4-nitrophenyl)isoxazole-5-yl)pyrazin-2-yl)(tert-butoxycarbonyl)carbamate C(C)(C)(C)OC(N(C(=O)OC(C)(C)C)C1=NC=C(N=C1C1=CC(=NO1)C1=C(C=C(C=C1)[N+](=O)[O-])F)Br)=O